COC1=CC=C(CN(C=2C(=C(C(=C(C2)F)C(F)(F)F)C2CCC=3C(NC=NC3C2)=O)F)CC2=CC=C(C=C2)OC)C=C1 7-(3-(bis(4-methoxybenzyl)amino)-2,5-difluoro-6-(trifluoromethyl)phenyl)-5,6,7,8-tetrahydroquinazolin-4(3H)-one